acrylic acid (3-hydroxypropyl) ester OCCCOC(C=C)=O